tert-butyl (R)-4-((5-(hydroxymethyl)-2H-tetrazol-2-yl)(phenyl)methyl)piperidine-1-carboxylate OCC=1N=NN(N1)[C@H](C1CCN(CC1)C(=O)OC(C)(C)C)C1=CC=CC=C1